FC=1C=C(C=C(C1)C(F)(F)F)C=1C=C2C(=NC1)C=NN2CC2=NC(=NO2)C 5-[[6-[3-Fluoro-5-(trifluoromethyl)phenyl]pyrazolo[4,3-b]pyridin-1-yl]methyl]-3-methyl-1,2,4-oxadiazole